(1R,3S)-3-(3-{[(5-meth-oxypyrazin-2-yl)acetyl]-amino}-1H-pyrazol-5-yl)-cyclopentyl (2S)-2-meth-ylazetidine-1-carboxylate C[C@@H]1N(CC1)C(=O)O[C@H]1C[C@H](CC1)C1=CC(=NN1)NC(CC1=NC=C(N=C1)OC)=O